racemic-2,3-dihydrobenzofuran-3-amine O1C[C@@H](C2=C1C=CC=C2)N |r|